(R)-2-thioxothiazolidine S=C1SCCN1